ClC=1C=C2C=C(NC2=CC1C1=NC(=C(C=C1)OC)F)CNC([C@H](C)OC)=O N-{[5-chloro-6-(6-fluoro-5-methoxy-2-pyridyl)-2-indolyl]methyl}(S)-2-methoxypropionamide